S(C)(=O)(=O)[O-].F[Rh-2](F)F trifluororhodium (I) mesylate